1-octyl nonanoate C(CCCCCCCC)(=O)OCCCCCCCC